N-(1-naphthyl)pyrrolidin-2-one-13C C1(=CC=CC2=CC=CC=C12)N1[13C](CCC1)=O